COC1=C(C(=O)NS(=O)(=O)C2=CC=C(C=C2)NC(=O)N(C)C)C=CC=C1 1-[4-(N-2-methoxybenzoyl-sulfamoyl)phenyl]-3,3-dimethylurea